Hexyl hexadecanoate C(CCCCCCCCCCCCCCC)(=O)OCCCCCC